CN(C(C(=O)NC(C(=O)NC)C(C)C)(C)C)C 2-(2-(dimethylamino)-2-methylpropanamido)-N,3-dimethylbutyramide